BrC=1C=CC(=NC1)C1(CCC1)C#N 1-(5-Bromo-pyridin-2-yl)cyclobutane-carbonitrile